C(C=C)OCC1=CC=C(C=C1)C=C Allyl(4-vinylbenzyl)ether